FC=1C(=C(C=CC1)NC=1C(=NN2C1C(NCC2)=O)C2=C(C=NC=C2)NC[C@@H]2OCCC2)OC [(3-fluoro-2-methoxyphenyl)amino]-2-(3-[[(2R)-oxolan-2-ylmethyl]amino]pyridin-4-yl)-5H,6H,7H-pyrazolo[1,5-a]pyrazin-4-one